(1-Cyclopropyl-1H-imidazol-4-yl)[(1R,5S,6r)-6-methyl-6-(4-oxa-5-azaspiro[2.4]hept-5-en-6-yl)-3-azabicyclo[3.1.0]hex-3-yl]methanon C1(CC1)N1C=NC(=C1)C(=O)N1C[C@H]2C([C@H]2C1)(C1=NOC2(CC2)C1)C